CC(CC1=CC(=C(C=C1OC)I)OC)N(C)C 2,5-dimethoxy-N,N-dimethyl-4-iodoamphetamine